2-((2-mercaptobutyl)thio)-3-((2-mercaptobutyl)thio)propane-1-thiol SC(CSC(CS)CSCC(CC)S)CC